N-(3-chloro-5-(methylsulfonamido)phenyl)-1-(5-(3-oxomorpholino)pyridin-2-yl)-1H-pyrazole-4-carboxamide ClC=1C=C(C=C(C1)NS(=O)(=O)C)NC(=O)C=1C=NN(C1)C1=NC=C(C=C1)N1C(COCC1)=O